ClC=1C(=C(C(=CC1Cl)Cl)OC(C(=O)OC1=C(C(=C(C=C1Cl)Cl)Cl)C(=O)OCC(CC)C)=O)C(=O)OCC(CC)C bis{3,4,6-trichloro-2-[(2-methylbutoxy)carbonyl] phenyl}-Oxalat